3-(5-((piperazin-1-yl)indolin-1-yl)-4-((8-cyanoquinolin-5-yl)oxy)cyclohexyl)-4-(4-formylpiperidin-1-yl)benzamide N1(CCNCC1)C1N(C2=CC=CC=C2C1)C1C(CCC(C1)C=1C=C(C(=O)N)C=CC1N1CCC(CC1)C=O)OC1=C2C=CC=NC2=C(C=C1)C#N